C(C)OCC1=C(C=C(C=C1)C)N1/C(/SCC1=O)=N/C(=O)NC1=C(C=C(C=C1)C1=NN(C=N1)C1=CC=C(C=C1)OC(C(F)(F)F)(F)F)F (Z)-1-(3-(2-(ethoxymethyl)-5-methylphenyl)-4-oxothiazolidin-2-ylidene)-3-(2-fluoro-4-(1-(4-(perfluoroethoxy)phenyl)-1H-1,2,4-triazol-3-yl)phenyl)urea